(32s)-4-bromo-N'-formyl-3-methyl-2-naphthohydrazide BrC1=C(C(=CC2=CC=CC=C12)C(=O)NNC=O)C